CC=1N=C2C(N(C(=NC2=NC1)SCC(=O)NC=1SC=CN1)CCC1=CC=CC=C1)=O 2-((6-Methyl-4-oxo-3-phenethyl-3,4-dihydropteridin-2-yl)thio)-N-(thiazol-2-yl)acetamide